1-isopropyl-4-(trifluoromethyl)-1H-imidazole C(C)(C)N1C=NC(=C1)C(F)(F)F